(R)-N-(tert-butoxycarbonyl)-L-cysteine C(C)(C)(C)OC(=O)N[C@@H](CS)C(=O)O